(7R,8R)-2-chloro-7,8-dimethyl-7,8-dihydro-5H-pyrano[4,3-b]pyridin-5-one ClC1=CC=C2C(=N1)[C@H]([C@H](OC2=O)C)C